O=C1NC(CCC1N1C(C2=CC=C(C=C2C1=O)N1CC2(CC1)CCN(CC2)C2=CC=C(C=C2)N(C(C)=O)C2CCC(CC2)NC2=NC1=CC=CC=C1C=N2)=O)=O N-(4-(2-(2-(2,6-dioxopiperidin-3-yl)-1,3-dioxoisoindolin-5-yl)-2,8-diazaspiro[4.5]dec-8-yl)phenyl)-N-((1r,4r)-4-(quinazolin-2-ylamino)cyclohexyl)acetamide